C1(=CC=C(C=C1)C(C1=C(SC(=C1Br)C)C)OC)C1=CC=CC=C1 3-([1,1'-biphenyl]-4-yl(methoxy)methyl)-4-Bromo-2,5-dimethylthiophene